CN1C(N(C2=C1C=C(C=C2)S(NC2(CC2)C)(=O)=O)CC=2C=C(C(=O)N)C=CC2)=O 3-[[3-methyl-5-[(1-methylcyclopropyl)sulfamoyl]-2-oxo-benzoimidazol-1-yl]methyl]benzamide